N1C(OC(C2=C1C=CC=C2)=O)=O 2H-benzo[d][1,3]Oxazine-2,4(1H)-dione